CN(C(=O)C1=C2CN(C(C2=CC=C1)=O)\C=C/1\CCN(CC12CCCC2)C(=O)OC(C)(C)C)C tert-butyl (10Z)-10-[[4-(dimethylcarbamoyl)-1-oxo-3H-isoindol-2-yl]methylidene]-7-azaspiro[4.5]decane-7-carboxylate